N[C@H]1CN(CC[C@H]1F)C=1C2=C(N=CN1)C(=CC(=N2)C2=CC=C(C=C2)CN2CCOCC2)C(=O)N 4-((3S,4R)-3-amino-4-fluoropiperidin-1-yl)-6-(4-(morpholinomethyl)phenyl)pyrido[3,2-d]pyrimidine-8-carboxamide